C(C)(C)(C)C1=C(N)C=CC=C1 o-tertiary butyl-aniline